C(CC)OCOCC\C=C/CC[Mg]I (3Z)-6-(propoxymethoxy)-3-hexenyl-magnesium iodide